(Z)-2-(4-aminophenyl)-1-phenyldiazene-2-oxide NC1=CC=C(C=C1)/[N+](=N/C1=CC=CC=C1)/[O-]